3-(benzyloxy)-5-bromopyridin-2-amine C(C1=CC=CC=C1)OC=1C(=NC=C(C1)Br)N